2,3-dichloro-4-bromopyridine ClC1=NC=CC(=C1Cl)Br